FC(C=1C=C(C=CC1F)[N+]#[C-])(F)F 3-TRIFLUOROMETHYL-4-FLUORO-PHENYLISOCYANIDE